N-Methyl-3-((1-oxo-6-(5-(trifluoromethyl)-1H-pyrazol-4-yl)-2,7-naphthyridin-2(1H)-yl)methyl)benzamide CNC(C1=CC(=CC=C1)CN1C(C2=CN=C(C=C2C=C1)C=1C=NNC1C(F)(F)F)=O)=O